CN1[C@@H](CCC1)/C=C/C(=O)OCC ethyl (S,E)-3-(1-methylpyrrolidin-2-yl)acrylate